FC(OC=1C=CC(=C(C1)C1=NN(C=2CC(CCC12)C(=O)N)C(C)C)F)F 3-(5-(difluoromethoxy)-2-fluorophenyl)-1-isopropyl-4,5,6,7-tetrahydro-1H-indazole-6-carboxamide